C(C1=CC=CC=C1)OC1=NC(=NC=2CCCCC12)NCC1=CC(=C(C=C1)OC)OC 4-benzyloxy-N-[(3,4-dimethoxyphenyl)methyl]-5,6,7,8-tetrahydroquinazolin-2-amine